C12(CC(C1)C2)C2=NN(C(=C2C(F)F)C(=O)NC2=CC(=NC=C2)SC)CC2(CC(C2)(F)F)C 3-(Bicyclo[1.1.1]pentan-1-yl)-1-((3,3-difluoro-1-methylcyclobutyl)methyl)-4-(difluoromethyl)-N-(2-(methylthio)pyridin-4-yl)-1H-pyrazole-5-carboxamide